ClC(CN(CC)CC)(Cl)Cl trichlorotriethylamine